ClC=1C=C2N(C(C=3N(C2=CC1)C=CN3)=O)C3=NC=CN=C3C 7-Chloro-5-(3-methylpyrazin-2-yl)imidazo[1,2-a]Quinoxaline-4(5H)-on